C1(CCC1)NC1=NC=CC(=N1)C1=C(N=CN1CC(F)(F)F)C1=CC=C(C=C1)F N-Cyclobutyl-4-(4-(4-fluorophenyl)-1-(2,2,2-trifluoroethyl)-1H-imidazol-5-yl)pyrimidin-2-amine